ClC=1C=CC(=NC1C=1NC2=CC(=C(C(=C2C(C1)=O)F)C1CCN(CC1)C)F)C#N 5-chloro-6-(5,7-difluoro-6-(1-methylpiperidin-4-yl)-4-oxo-1,4-dihydroquinolin-2-yl)picolinonitrile